ClC1=NC(=NC=C1[N+](=O)[O-])C=1C(=NC=CC1)C(C)C 4-chloro-2-(2-isopropylpyridin-3-yl)-5-nitropyrimidine